4-[1-(tert-butoxycarbonyl)pyridin-4-yl]Butyric acid C(C)(C)(C)OC(=O)N1CC=C(C=C1)CCCC(=O)O